CC1(OCC2=C(O1)C=CC=C2C(CN2C=NC=C2)=O)C (2,2-dimethylbenzo[d][1,3]dioxan-5-yl)-2-(1H-imidazol-1-yl)ethan-1-one